C1(=CC=CC=C1)N1SCCC1 phenyl-isothiazolidine